α-methyl-2,4-dimethylstyrene CC(=C)C1=C(C=C(C=C1)C)C